6-ethyl-3-[3-methoxy-4-[4-(4-methylpiperazine-1-yl)piperidine-1-yl]anilino]-5-(oxan-4-ylamino)pyrazine-2-carboxamide C(C)C1=C(N=C(C(=N1)C(=O)N)NC1=CC(=C(C=C1)N1CCC(CC1)N1CCN(CC1)C)OC)NC1CCOCC1